3-(4-((4-fluoro-4'-methyl-(1,1'-biphenyl)-2-yl)methoxy)-phenyl)propanoic acid FC1=CC(=C(C=C1)C1=CC=C(C=C1)C)COC1=CC=C(C=C1)CCC(=O)O